C1(CCC1)C1=CC(=C(C(=O)N2CCC(CC2)C2=C(C#N)C=CC=C2)C=C1C1=NN=C(N1)C)C (1-(4-cyclobutyl-2-methyl-5-(5-methyl-4H-1,2,4-triazol-3-yl)benzoyl)piperidin-4-yl)benzonitrile